(R)-2-amino-3-(4-hydroxyphenyl)-N-methylpropanamide N[C@@H](C(=O)NC)CC1=CC=C(C=C1)O